2-[(2S)-2-aminopropyl]-3-methyl-7-{[(thiophen-2-yl)methyl]amino}thieno[3,2-b]pyridine-5-carbonitrile formate C(=O)O.N[C@H](CC1=C(C2=NC(=CC(=C2S1)NCC=1SC=CC1)C#N)C)C